2-((6-(benzo[d]thiazol-2-ylamino)-5-methylpyridazin-3-yl)(3-(dimethylamino)propyl)amino)-5-(3-(2-fluoro-4-(3-(methylamino)prop-1-yn-1-yl)phenoxy)propyl)thiazole-4-carboxylic acid S1C(=NC2=C1C=CC=C2)NC2=C(C=C(N=N2)N(C=2SC(=C(N2)C(=O)O)CCCOC2=C(C=C(C=C2)C#CCNC)F)CCCN(C)C)C